2,2'-[1,4,7-triazacyclodecane-1,4-diylbis(methylene)]bis[6-(aminomethyl)-4-methylphenol] N1(CCN(CCNCCC1)CC1=C(C(=CC(=C1)C)CN)O)CC1=C(C(=CC(=C1)C)CN)O